FC1=C(COC23CC4(CC(CC(C2)C4)C3)N3C(C4=CC=CC=C4C3=O)=O)C=CC(=C1)F 2-(3-((2,4-difluorobenzyl)oxy)adamantan-1-yl)isoindoline-1,3-dione